tri(butyl)phosphine Niobium Penta-n-Butoxide [O-]CCCC.[O-]CCCC.[O-]CCCC.[O-]CCCC.[O-]CCCC.[Nb+5].C(CCC)P(CCCC)CCCC